N(=NC(C(=O)O)(C)C)C(C(=O)O)(C)C 2,2'-azobis(methylpropionic acid)